Ethyl 2-(3,5-dimethyl-1-(4-nitrobenzyl)-1H-pyrazol-4-yl)acetate CC1=NN(C(=C1CC(=O)OCC)C)CC1=CC=C(C=C1)[N+](=O)[O-]